(Z)-2-(6-methoxy-2-methyl-1-(3,4,5-trimethoxybenzylidene)-1H-inden-3-yl)acetic acid COC1=CC=C2C(=C(/C(/C2=C1)=C/C1=CC(=C(C(=C1)OC)OC)OC)C)CC(=O)O